FC(C1=CC=C(C=C1)N1C2=C(O[C@@H](C1)CNC(C=C)=O)N=CC=C2)(F)F |o1:12| (R)- or (S)-N-((1-(4-(trifluoromethyl)phenyl)-2,3-dihydro-1H-pyrido[2,3-b][1,4]oxazin-3-yl)methyl)acrylamide